CN1N=C(C=C1)C1=CC=2N(C=C1C=1CCN(CC1)C(=O)OC(C)(C)C)N=CN2 tert-Butyl 4-(7-(1-methyl-1H-pyrazol-3-yl)-[1,2,4]triazolo[1,5-a]pyridin-6-yl)-3,6-dihydropyridine-1(2H)-carboxylate